tert-butyl (Z)-(2-((4-(5-bromo-4-methylpyridin-2-yl)-5-oxo-4,5-dihydro-1H-1,2,4-triazol-1-yl)methyl)-3-fluoroallyl)carbamate BrC=1C(=CC(=NC1)N1C=NN(C1=O)C\C(\CNC(OC(C)(C)C)=O)=C/F)C